OC1(C(CCC1)N1C(C(=CC2=C1N=C(N=C2)NC2(CCN(CC2)S(=O)(=O)C)[2H])C([2H])([2H])[2H])=O)C([2H])([2H])[2H] (±)-8-(2-hydroxy-2-(methyl-d3)cyclopentyl)-6-(methyl-d3)-2-((1-(methylsulfonyl)piperidin-4-yl-4-d)-amino)pyrido[2,3-d]pyrimidin-7(8H)-one